(1S)-2-[5-hydroxy-1-methyl-6-oxo-4-(phenylcarbamoyl)pyrimidin-2-yl]-1-phenyl-3,4-dihydro-1H-isoquinoline-6-carboxylic acid OC1=C(N=C(N(C1=O)C)N1[C@H](C2=CC=C(C=C2CC1)C(=O)O)C1=CC=CC=C1)C(NC1=CC=CC=C1)=O